NC1(CC1)C(=O)N1CCC(CC1)C=1C=C2C(=C(NC2=CC1)C1=CC(=NC(=C1)C)C)C(C)C (1-aminocyclopropyl)(4-(2-(2,6-dimethylpyridin-4-yl)-3-isopropyl-1H-indol-5-yl)piperidin-1-yl)methanone